C(C)(C)(C)C=1C=C(C=C(C1)C1CC1)CN(C1=C(C=C(C(=O)O)C=C1)OCC)C(CN(CC1=C(C=CC=C1)C#N)S(=O)(=O)C1=C(C(=C(C(=C1F)F)F)Cl)F)=O 4-[(3-tert-butyl-5-cyclopropyl-phenyl)methyl-[2-[(3-chloro-2,4,5,6-tetrafluoro-phenyl)sulfonyl-[(2-cyanophenyl)methyl]amino]acetyl]amino]-3-ethoxy-benzoic acid